C(C)OC(=O)N([C@@H](C(C)C)C(=O)OCC)CC(C)C ethyl N-(ethoxycarbonyl)-N-isobutylvalinate